O=C1N(N=C(C=C1C(=O)N)C1=CC=CC=C1)C1=CC=CC=C1 3-oxo-2,6-diphenyl-2,3-dihydropyridazine-4-carboxamide